benzyl N-(4-hydroxyphenyl)-carbamate OC1=CC=C(C=C1)NC(OCC1=CC=CC=C1)=O